NCC1(CC2(CN(C2)C2=NN3C(S2)=NC=C3C3=C(C=C(C=C3)F)OC)C1)O 6-(aminomethyl)-2-(5-(4-fluoro-2-methoxyphenyl)imidazo[2,1-b][1,3,4]thiadiazol-2-yl)-2-azaspiro[3.3]heptan-6-ol